N(=[N+]=[N-])C1=NC(=NC(=N1)SC(C)C)N(C1=CC=CC=C1)C 4-azido-6-(isopropylthio)-N-methyl-N-phenyl-1,3,5-triazin-2-amine